OC=1C=CC=C2C(=CNC12)C(=O)NCCNC(OC(C)(C)C)=O tert-butyl (2-(7-hydroxy-1H-indole-3-carboxamido)ethyl)carbamate